ClC=1C=C(C2=C(C(NC(O2)=O)=O)C1)C 6-chloro-8-methyl-1H-benzo[1,3]oxazine-2,4-dione